OCC(C(=O)OCCN=[N+]=[N-])(C)CO 2-azidoethyl 3-hydroxy-2-(hydroxymethyl)-2-methylpropionate